BrC1=CC(=CC2=C1NC(CCC2)=O)C2=NNC(CC2C)=O 9-bromo-7-(4-methyl-6-oxo-1,4,5,6-tetrahydropyridazin-3-yl)-1,3,4,5-tetrahydro-2H-benzo[b]azepin-2-one